(R)-N-(5-(amino(cyclopropyl)methyl)-6-chloropyridazin-3-yl)pivalamide N[C@@H](C=1C=C(N=NC1Cl)NC(C(C)(C)C)=O)C1CC1